methyl 2-(5-((2,6-dichlorobenzyl) oxy)-2,3-dihydro-1H-inden-1-yl)-2-azaspiro[3.3]heptane-6-carboxylate ClC1=C(COC=2C=C3CCC(C3=CC2)N2CC3(C2)CC(C3)C(=O)OC)C(=CC=C1)Cl